tert-butyl ((S)-2-hydroxy-3-(4-(methylsulfonyl)phenoxy)propyl)(8-(naphthalen-2-ylsulfonyl)-1-oxa-8-azaspiro[4.5]decan-3-yl)carbamate O[C@@H](CN(C(OC(C)(C)C)=O)C1COC2(C1)CCN(CC2)S(=O)(=O)C2=CC1=CC=CC=C1C=C2)COC2=CC=C(C=C2)S(=O)(=O)C